ClC(C(=O)O[C@@H](COC(C1=CC=CC=C1)(C1=CC=C(C=C1)OC)C1=CC=C(C=C1)OC)CNC(OCCCCCCO[Si](C(C)(C)C)(C1=CC=CC=C1)C1=CC=CC=C1)=O)Cl (R)-1,1-bis(4-methoxyphenyl)-17,17-dimethyl-7-oxo-1,16,16-triphenyl-2,8,15-trioxa-6-aza-16-silaoctadecan-4-yl 2,2-dichloroacetate